OC=1C=CC=C2C=CC=C(C12)CC(=O)C1=CC=C(C=C1)I 2-(8-hydroxynaphthalen-1-yl)-1-(4-iodophenyl)ethan-1-one